adipamic acid C(CCCCC(=O)N)(=O)O